FC=1C=C(CS(=O)C2=NC(=CC(=N2)C=2SC=CC2)C(F)(F)F)C=C(C1)F 2-((3,5-difluorobenzyl)sulfinyl)-4-(thiophen-2-yl)-6-(trifluoromethyl)pyrimidine